ClC=1C=CC(=NC1)C=1C(=NC=CN1)C(C)NC(C1=CC(=CC(=C1)C(F)(F)F)C(F)(F)C1CC1)=O N-[1-[3-(5-chloro-2-pyridyl)pyrazin-2-yl]ethyl]-3-[cyclopropyl(difluoro)methyl]-5-(trifluoromethyl)benzamide